tert-butyl 4-[5-chloro-1-methylpyrrolo[2,3-c]pyridin-2-yl]-2,3-dihydroindole-1-carboxylate ClC=1C=C2C(=CN1)N(C(=C2)C2=C1CCN(C1=CC=C2)C(=O)OC(C)(C)C)C